(E)-5-chloro-N-(2-chloro-5-(4-(4-(4-oxopent-2-enoyl)piperazin-1-yl)quinazolin-6-yl)pyridin-3-yl)thiophene-2-sulfonamide ClC1=CC=C(S1)S(=O)(=O)NC=1C(=NC=C(C1)C=1C=C2C(=NC=NC2=CC1)N1CCN(CC1)C(\C=C\C(C)=O)=O)Cl